COC(C1=C(C=CC(=C1)C)C(F)(F)F)=O.[Br-].C(CC)[N+](CCC)(CCC)CCC Tetrapropylammonium bromid methyl-5-methyl-2-(trifluoro-methyl)-benzoate